COC(=O)C1=CC(=CC2=C1NN=N2)Cl 5-chloro-1H-benzo[d][1,2,3]triazole-7-carboxylic acid methyl ester